(5aR,6S,7aS)-N-cyclobutyl-6-hydroxy-5a,7a-dimethyl-2-oxo-2,3,4,5,5a,5b,6,7,7a,8,9,10,10a,10b,11,12-hexadecahydrocyclopenta[5,6]naphtho[1,2-d]azepine-8-carboxamide C1(CCC1)NC(=O)C1CCC2C3CCC=4[C@](CCNC(C4)=O)(C3[C@H](C[C@@]21C)O)C